4-((3-azabicyclo[3.1.0]hexan-3-yl)methyl)-N-(3-((s)-1-((2-ethyl-2H-pyrazolo[3,4-b]pyrazin-6-yl)amino)ethyl)phenyl)-3-methylbenzamide C12CN(CC2C1)CC1=C(C=C(C(=O)NC2=CC(=CC=C2)[C@H](C)NC=2C=NC=3C(N2)=NN(C3)CC)C=C1)C